((2R,3S,5R)-2-((((2-(1-adamantyl)ethoxy)carbonyl)oxy)methyl)-5-(6-amino-2-fluoro-9H-purin-9-yl)-2-ethynyltetrahydrofuran-3-yl) isobutyrate C(C(C)C)(=O)O[C@@H]1[C@@](O[C@H](C1)N1C2=NC(=NC(=C2N=C1)N)F)(C#C)COC(=O)OCCC12CC3CC(CC(C1)C3)C2